C(C=C)(=O)N1C2CNCC1CC(C2)=O 9-acryloyl-7-oxo-3,9-diazabicyclo[3.3.1]nonan